C(C1=CC=CC=C1)OC=1C=C(C#N)C=C(C1C(=O)N1CCC2=CC(=CC=C12)NC1COCC1)O 3-(Benzyloxy)-5-hydroxy-4-(5-((tetrahydrofuran-3-yl)amino)indoline-1-carbonyl)benzonitrile